FC=1C=C(C=CC1)[C@H](C(=O)O)CC=1N(C=2C(=C3CC[C@@H](N(C3=CC2)C(=O)OC)C)N1)[C@@H]1CC[C@H](CC1)OC (2R)-2-(3-fluorophenyl)-3-[(7S)-6-(methoxycarbonyl)-7-methyl-3-[(trans)-4-methoxycyclohexyl]-3H,6H,7H,8H,9H-imidazo[4,5-f]quinolin-2-yl]propanoic acid